C[C@H](CCC(=O)O)[C@H]1CC[C@@H]2[C@@]1(CC[C@H]3[C@H]2[C@@H](C[C@H]4[C@@]3(CCCC4)C)O)C The molecule is a monohydroxy-5beta-cholanic acid in which the hydroxy group is located at the 7alpha-position. A structural derivative of the bile acid, chenodeoxycholic acid. It has a role as a human metabolite. It is a monohydroxy-5beta-cholanic acid, a bile acid and a 7alpha-hydroxy steroid.